3,9-dimethyl-xanthine CN1C(NC(C=2N=CN(C12)C)=O)=O